2-chloro-N-methoxy-5,N-dimethyl-benzamide ClC1=C(C(=O)N(C)OC)C=C(C=C1)C